C1(=NC=CC2=CC=CC=C12)CC1=C(C=CC2=CC=CC=C12)O 1-(isoquinolin-1-ylmethyl)naphthalen-2-ol